BrCC1=CC=C(COC(C(=O)OCC)(C)C)C=C1 ethyl 2-[4-(bromomethyl) benzyloxy]-2-methylpropionate